hafnium pyridinimine N1C(C=CC=C1)=N.[Hf]